(R)-1-(1-(Cyclobutylmethyl)piperidin-3-yl)-6-ethyl-5-(8-methoxy-[1,2,4]triazolo[1,5-a]pyridin-6-yl)-1,3-dihydro-2H-benzo[d]imidazol-2-on C1(CCC1)CN1C[C@@H](CCC1)N1C(NC2=C1C=C(C(=C2)C=2C=C(C=1N(C2)N=CN1)OC)CC)=O